BrC1(C(N(C2=NC=CC=C21)COCC[Si](C)(C)C)=O)Br 3,3-dibromo-1-((2-(trimethylsilyl)ethoxy)methyl)-1H-pyrrolo[2,3-b]pyridin-2(3H)-one